NCC1=CC(=C(C=C1)NC(=O)C1=CC2=C(OCCC3=C2SC=C3)C=C1C=1C(=NC(=CC1)N1CCCCC1)C(=O)O)C 3-(9-((4-(aminomethyl)-2-methylphenyl)carbamoyl)-4,5-dihydrobenzo[b]thieno[2,3-d]oxepin-8-yl)-6-(piperidin-1-yl)picolinic acid